C(C)N(CCN1N=CC2=CC(=CC(=C12)NC(\C=C\C)=O)NC1=NC=CC(=N1)C1=CN(C2=CC=CC=C12)S(=O)(=O)CC)CC (E)-N-(1-(2-(diethylamino)ethyl)-5-((4-(1-(ethanesulfonyl)-1H-indol-3-yl)pyrimidin-2-yl)amino)-1H-indazol-7-yl)-2-butenamide